FC(C1=CC=C(C=C1)NC(=O)N1CC2=C(CC1)C=C(S2)C2=NOC(=N2)C(F)(F)F)F N-(4-(difluoromethyl)phenyl)-2-(5-(trifluoromethyl)-1,2,4-oxadiazol-3-yl)-4,7-dihydrothieno[2,3-c]pyridine-6(5H)-carboxamide